1-(1-(tert-butoxycarbonyl)piperidin-4-yl)-1H-pyrazole-3-carboxylic acid C(C)(C)(C)OC(=O)N1CCC(CC1)N1N=C(C=C1)C(=O)O